C(C)S(=O)(=O)C1=CC2=C(N(C(N2C)=O)C)C=C1C1=NC2=C(C=NC(=C2)C(F)(F)F)N1C 5-ethylsulfonyl-1,3-dimethyl-6-[3-methyl-6-(trifluoromethyl)imidazo[4,5-c]pyridin-2-yl]benzimidazol-2-one